7-(2-((7-ethyl-2-(2-hydroxyethyl)-1,2,3,4-tetrahydroisoquinolin-6-yl)amino)-5-(trifluoromethyl)pyrimidin-4-yl)-2,3-dihydro-5H-thieno[3,2-e][1,4]oxathiepine 1,1-dioxide C(C)C1=C(C=C2CCN(CC2=C1)CCO)NC1=NC=C(C(=N1)C1=CC=2S(CCOCC2S1)(=O)=O)C(F)(F)F